4-(2,2,3,3,4,4,5,5,5-nonafluoropentyl)-1,3-dioxolan-2-one FC(CC1OC(OC1)=O)(C(C(C(F)(F)F)(F)F)(F)F)F